ClC=1C=CC(=C(C(=O)NC=2C=C(C=C(C2)C(F)(F)F)C2=C(C=CC=C2)C)C1)O 5-chloro-2-hydroxy-N-(2'-methyl-5-(trifluoromethyl)-[1,1'-biphenyl]-3-yl)benzamide